tert-butyl 4-[1-[4-(2,6-dioxo-3-piperidinyl) phenyl]-4-piperidinyl]-piperazine-1-carboxylate O=C1NC(CCC1C1=CC=C(C=C1)N1CCC(CC1)N1CCN(CC1)C(=O)OC(C)(C)C)=O